NC1=C2C(=NC=N1)N(N=C2C=2C=NC(=C(C2)F)OC(C)C)[C@@H](C)C=2C=C1N(C(C2C2=CC(=CC=C2)F)=O)C(=CS1)C (S)-7-(1-(4-amino-3-(5-fluoro-6-isopropoxypyridin-3-yl)-1H-pyrazolo[3,4-d]pyrimidin-1-yl)ethyl)-6-(3-fluorophenyl)-3-methyl-5H-thiazolo[3,2-a]pyridin-5-one